BrC=1C=C2C=NN(C(C2=CC1)=O)CC1=NNC(=C1)C 6-bromo-2-((5-methyl-1H-pyrazol-3-yl)methyl)phthalazine-1(2H)-one